Ethyl 4-((3-methoxy-4-phenoxyphenyl) amino)-7-fluoro-1H-indole-2-carboxylate COC=1C=C(C=CC1OC1=CC=CC=C1)NC1=C2C=C(NC2=C(C=C1)F)C(=O)OCC